FC(F)C1=NC2=C(N1C1=NC(=NC(=N1)N1CCOCC1)N1CCNCC1)C=CC=C2 difluoromethyl-1-[4-(4-morpholinyl)-6-(1-piperazinyl)-1,3,5-triazin-2-yl]-1H-benzo[d]imidazole